FC(C1=NC2=C(N1CC(=O)NC=1C=C(C=C(C1)C(F)(F)F)NC(=O)[N-]C1=C[N+](=NO1)CC1=NC=CC=C1)C=CC=C2)F ((3-(2-(2-(Difluoromethyl)-1H-benzo[d]imidazol-1-yl)acetamido)-5-(trifluoromethyl)phenyl)carbamoyl)(3-(pyridin-2-ylmethyl)-1,2,3-oxadiazol-3-ium-5-yl)amide